FC1=CC2=C(N(C(=N2)N2C[C@H]([C@@H](CC2)F)N)CC=2C=CC=C3C=NN(C23)C)C=C1F (3r,4r)-1-(5,6-difluoro-1-((1-methyl-1H-indazol-7-yl)methyl)-1H-benzoimidazol-2-yl)-4-fluoro-3-piperidinamine